N-methyl-3-({4-[({2-[methyl(methylsulfonyl)amino]pyridin-3-yl}methyl)amino]-5-(trifluoromethyl)pyrimidin-2-yl}amino)benzamide CNC(C1=CC(=CC=C1)NC1=NC=C(C(=N1)NCC=1C(=NC=CC1)N(S(=O)(=O)C)C)C(F)(F)F)=O